NC1=C(C=CC=C1)NC(CCCCC(C(=O)NC1=CC(=CC=C1)Br)NC(C1=CC=CC=C1)=O)=O N7-(2-aminophenyl)-2-benzamido-N1-(3-bromophenyl)heptanediamide